FC=1C=C2CN(C=NC2=CC1)C1=NC=CN=C1 6-fluoro-3-(pyrazin-2-yl)-3,4-dihydroquinazolin